O[C@@H]1C[C@H](CCC1)NC1=CC=2N(C=C1)N=CC2C(=O)NCC2=C1C=CNC1=C(C=C2)OC 5-{[(1S,3S)-3-hydroxycyclohexyl]amino}-N-[(7-methoxy-1H-indol-4-yl)methyl]pyrazolo[1,5-a]pyridine-3-carboxamide